iso-Nonylamin C(CCCCCC(C)C)N